C[C@H]1N(C[C@@H]([C@H]([C@@H]1O)O)O)CC1CCC(CC1)C1=CC=CC=C1 (2R,3R,4R,5S)-2-methyl-1-((4-phenylcyclohexyl)methyl)piperidine-3,4,5-triol